ClC1=NC=CC(=N1)N(C=1C=CC2=C(N(N=C2C1)C)C)C N-(2-chloropyrimidin-4-yl)-N,2,3-trimethyl-2H-indazole-6-amine